3-oxa-9-azabicyclo[3.3.1]-nonan-7-ol C12COCC(CC(C1)O)N2